(6-chlorohexyl)-trimethylammonium chloride [Cl-].ClCCCCCC[N+](C)(C)C